5-phenylpentanoic acid C1(=CC=CC=C1)CCCCC(=O)O